ethyl 6-bromo-3-(bromomethyl)benzofuran-2-carboxylate BrC1=CC2=C(C(=C(O2)C(=O)OCC)CBr)C=C1